meta-trimethylsilylbenzyl cyanide C[Si](C=1C=C(CC#N)C=CC1)(C)C